ClC1=CC=2C3=CC=CC=C3C3=CC=CC(=C1)C23 2-Chlorofluoranthene